3-amino-N-[2-(4-amino-2-ethylpyrrolidin-1-yl)-5,6,7,8-tetrahydroquinolin-6-yl]-5-fluoro-6-methylthieno[2,3-b]pyridine-2-carboxamide NC1=C(SC2=NC(=C(C=C21)F)C)C(=O)NC2CC=1C=CC(=NC1CC2)N2C(CC(C2)N)CC